4,4-difluoro-3,3-dimethylbutyraldehyde FC(C(CC=O)(C)C)F